2-((ethynyloxy)methyl)tetrahydro-2H-pyran C(#C)OCC1OCCCC1